C(Cl)Cl 1,2-methylene dichloride